3-(pyrimidin-2-yl)propionic acid N1=C(N=CC=C1)CCC(=O)O